1-(3-(tert-butyl)-1-(3-chloro-4-fluorophenyl)-1H-pyrazol-5-yl)-3-(2-(methylthio)-4-((3-oxo-3,4-dihydropyrido[2,3-b]pyrazin-8-yl)oxy)phenyl)urea C(C)(C)(C)C1=NN(C(=C1)NC(=O)NC1=C(C=C(C=C1)OC1=CC=NC=2NC(C=NC21)=O)SC)C2=CC(=C(C=C2)F)Cl